ClC1=CC(=CC(=N1)C(=O)OC)CN1C[C@H](CC1)F methyl (S)-6-chloro-4-((3-fluoropyrrolidin-1-yl)methyl)picolinate